2-allyl-6-((4-fluorobenzo[d]isoxazol-6-yl)amino)-1-(6-(2-hydroxypropan-2-yl)pyridin-2-yl)-1,2-dihydro-3H-pyrazolo[3,4-d]pyrimidin-3-one C(C=C)N1N(C2=NC(=NC=C2C1=O)NC1=CC2=C(C=NO2)C(=C1)F)C1=NC(=CC=C1)C(C)(C)O